FC=1C[C@@H]2[C@H](C(OC=3C=C(C=C(C23)O)CCCCC)(C)C)CC1 (6Ar,10aR)-9-fluoro-6,6-dimethyl-3-pentyl-6a,7,10,10a-tetrahydrobenzo[c]chromen-1-ol